N1C[C@H](CCC1)C#N (3S)-piperidine-3-carbonitrile